C(C)(C)(C)OC(=O)N1CCN(CC1)CCNC 4-(2-(methylamino)ethyl)piperazine-1-carboxylic acid tert-butyl ester